O1C(=NC2=C1C=CC=C2)N[C@H](C(=O)O)CCN(CCCCC2=NC=1NCCCC1C=C2)CCN2N=C(C=C2C)C (S)-2-(benzo[d]oxazol-2-ylamino)-4-((2-(3,5-dimethyl-1H-pyrazol-1-yl)ethyl)(4-(5,6,7,8-tetrahydro-1,8-naphthyridin-2-yl)butyl)amino)butanoic acid